C(CCC)[Te]CCCC dibutyl telluride